NC1=NC(=CC(=N1)C=1N=NN(C1)CC1=CC=CC(=N1)N1[C@H](CN(CC1)CC(=O)O)C)C1=CC(=CC=C1)C#N [(S)-4-[6-({4-[2-Amino-6-(m-cyanophenyl)-4-pyrimidinyl]-1H-1,2,3-triazol-1-yl}methyl)-2-pyridyl]-3-methyl-1-piperazinyl]acetic acid